3-[4-[(3R,4R)-3-fluoro-4-piperidinyl]-3-methyl-2-oxo-benzimidazol-1-yl]piperidine-2,6-dione F[C@H]1CNCC[C@@H]1C1=CC=CC=2N(C(N(C21)C)=O)C2C(NC(CC2)=O)=O